(S,E)-3-((3-(2-(2-(4-(dimethylamino)-N-methylbut-2-enamido)propanamido)ethyl)phenyl)amino)-5,6-dimethylpyrazine-2-carboxamide CN(C/C=C/C(=O)N(C)[C@H](C(=O)NCCC=1C=C(C=CC1)NC=1C(=NC(=C(N1)C)C)C(=O)N)C)C